COC1=NC=CC(=C1)C=1C(=NC=CC1)NC(=O)N=[S@@](=O)(N)C=1C=NN2C1OCC(C2)(C)C (S)-N'-((2'-methoxy-[3,4'-bipyridin]-2-yl)carbamoyl)-6,6-dimethyl-6,7-dihydro-5H-pyrazolo[5,1-b][1,3]oxazine-3-sulfonimidamide